(3,5-di-tertiary butyl-4-hydroxyphenyl)propionyl chloride C(C)(C)(C)C=1C=C(C=C(C1O)C(C)(C)C)CCC(=O)Cl